C(C)(C)(C)OC(C[C@@H](C(C)NCC1=CC=CC=C1)C)=O (3S)-4-(benzylamino)-3-methylpentanoic acid tert-butyl ester